C(C)(C)(C)OC(C(N=C(C1=CC=CC=C1)C1=CC=CC=C1)CC1=CC=CC=C1)=O (diphenylmethylene)-2-benzyl-glycine tert-butyl ester